CN(C1([C@H](C1C)C(=O)N)C1=CC=CC=C1)C (S)-2-(dimethylamino)-3-methyl-2-phenylcyclopropane-1-carboxamide